NC1=NC(=CC(=N1)C=O)C 2-AMINO-6-METHYLPYRIMIDINE-4-CARBALDEHYDE